Cl.NC1CCC(CC1)C(=O)OC methyl (1r,4r)-4-aminocyclohexane-1-carboxylate hydrochloride salt